C(C)(=O)[O-].C1(CCCCC1)[Pd+](C1=C(C=CC=C1)C1=C(C=CC=C1OC)OC)C1CCCCC1 dicyclohexyl-(2',6'-dimethoxybiphenyl-2-yl)Palladium acetate